N=CCC[SiH2]C iminopropyl-methylsilane